CC1CC(=C(CC1)C)C methyl-3,4-dimethylcyclohex-3-ene